3-(5-(4-(3,3-Dimethylbutanoyl)-3-hydroxy-2-methylphenoxy)pent-1-yn-1-yl)-4-methoxybenzoic acid CC(CC(=O)C1=C(C(=C(OCCCC#CC=2C=C(C(=O)O)C=CC2OC)C=C1)C)O)(C)C